BrC1=CC(N(C=C1)CC1CC2(CN(C2)C(=O)OC(C)(C)C)C1)=O tert-butyl 6-[(4-bromo-2-oxo-1-pyridinyl) methyl]-2-azaspiro[3.3]heptane-2-carboxylate